N-(2-((4-(cyclopropyl-(dimethyl)silyl)phenyl)amino)-1-(4-methoxyphenyl)-2-oxoethyl)-3-hydroxy-N-methyl-1,2-oxazole-5-carboxamide C1(CC1)[Si](C1=CC=C(C=C1)NC(C(C1=CC=C(C=C1)OC)N(C(=O)C1=CC(=NO1)O)C)=O)(C)C